C(#N)C1=CC=C(C(=O)C2=C(C=CC=C2)NC(C(C(C)C)NC(C(F)(F)F)=O)=O)C=C1 N-(2-(4-cyanobenzoyl)phenyl)-3-methyl-2-(2,2,2-trifluoroacetamido)butanamide